C(C)OC(CCN(C(CCCCCNC(=O)OCC1C2=CC=CC=C2C=2C=CC=CC12)=O)CC(=O)OCC)=O 3-{Ethoxycarbonylmethyl-[6-(9H-fluoren-9-ylmethoxycarbonylamino)-hexanoyl]-amino}-propionic acid ethyl ester